1-methyl-4-(6-((2-methyl-6-(trifluoromethyl)pyridin-3-yl)sulfonyl)-2,6-diazaspiro[3.3]heptan-2-yl)cyclohexan-1-ol CC1(CCC(CC1)N1CC2(C1)CN(C2)S(=O)(=O)C=2C(=NC(=CC2)C(F)(F)F)C)O